CC=1CC(C=C(C1)[N+](=O)[O-])C=1NC=CN1 3-methyl-5-nitro-1H-phenylimidazole